S1C(=CC=C1)CNC(C1=CC=CC=C1)=O N-(2-thienylmethyl)benzamide